C(CCCCCCCCCCC\C=C/CCCCCCCC)(=O)OCC(O)CO Monoglycerol Monoerucate